FC=1C=2N(C=C(C1)NC(=O)C1=CC=C(C=3C=C(OC31)C)C=3CC(NC(C3)(C)C)(C)C)C=C(N2)C N-[8-fluoro-2-methylimidazo[1,2-a]pyridin-6-yl]-2-methyl-4-(2,2,6,6-tetramethyl-1,3-dihydropyridin-4-yl)-1-benzofuran-7-carboxamide